CC1=CC=CC2=C1N=C(S2)[C@H]2N(CCC1=C2N=CN1)C(=O)C1=CN=CS1 (S)-(4-(4-methylbenzo[d]thiazol-2-yl)-6,7-dihydro-1H-imidazo[4,5-c]pyridin-5(4H)-yl)(thiazol-5-yl)methanone